COC1=C(C(=O)OC)C=CC(=C1)\C=C/C(F)(F)F (Z)-Methyl 2-methoxy-4-(3,3,3-trifluoroprop-1-enyl)benzoate